O=CCCC(=O)O.C(C)(=O)OCC=O 2-oxoethyl acetate (oxoethyl acetate)